methyl 4-(5-amino-4-((benzylsulfonyl)oxy)-3-oxo-2,3-dihydrofuran-2-yl)benzoate NC1=C(C(C(O1)C1=CC=C(C(=O)OC)C=C1)=O)OS(=O)(=O)CC1=CC=CC=C1